4-(methyl)imidazolium triflate [O-]S(=O)(=O)C(F)(F)F.CC=1[NH+]=CNC1